((5-methoxypyridin-2-yl)amino)-4-((4-methyl-2-(N-methyl-methane-sulfonamido)phenyl)amino)-nicotinamide COC=1C=CC(=NC1)NC1=C(C(=O)N)C(=CC=N1)NC1=C(C=C(C=C1)C)N(S(=O)(=O)C)C